Ricinoleic acid lanthanum salt [La+3].C(CCCCCCC\C=C/C[C@H](O)CCCCCC)(=O)[O-].C(CCCCCCC\C=C/C[C@H](O)CCCCCC)(=O)[O-].C(CCCCCCC\C=C/C[C@H](O)CCCCCC)(=O)[O-]